C(C=CC1=CC=CC=C1)(=O)C(CCCCCN)(N)C(C=CC1=CC=CC=C1)=O biscinnamoyl-1,6-hexanediamine